COC(=O)C=1C(NN=C(C1)C1=CC=C(C=C1)OC(F)F)=O 6-[4-(difluoromethoxy)phenyl]-3-oxo-2,3-dihydropyridazine-4-carboxylic acid methyl ester